3,4-Dihydroxy-5-methoxybenzaldehyd OC=1C=C(C=O)C=C(C1O)OC